ClC=1C(=NC(=NC1)NC1=C(C=C(C=C1)N1CCC(CC1)N1CCN(CC1)C)OC)NC1=C(C=CC=C1)I 5-chloro-N4-(2-iodophenyl)-N2-{2-methoxy-4-[4-(4-methylpiperazin-1-yl)piperidin-1-yl]phenyl}pyrimidine-2,4-diamine